4-[5-(2-aminoethyl)pyrimidin-2-yl]-3-(6-pyrrolidin-1-ylpyridazin-4-yl)sulfanylbenzonitrile NCCC=1C=NC(=NC1)C1=C(C=C(C#N)C=C1)SC1=CN=NC(=C1)N1CCCC1